(Z)-5-(4-aminophenyl)-5-(4-(4-methylpiperazin-1-yl)phenyl)-4-phenylpent-4-en-1-ol NC1=CC=C(C=C1)/C(=C(\CCCO)/C1=CC=CC=C1)/C1=CC=C(C=C1)N1CCN(CC1)C